COC(C1CCN(CC1)C1=CC=C(C=C1)C1CCN(CC1)C=1C=C(C(=NC1)C#N)C(F)(F)F)OC 5-(4-(4-(4-(Dimethoxymethyl)piperidin-1-yl)phenyl)piperidin-1-yl)-3-(trifluoromethyl)picolinonitrile